C(C)(=O)O[C@@H]1CC[C@@H](CC1)C1=NC=2C(=NC=CC2C2CCN(CC2)C(C2=CC=C(C=C2)OC(F)(F)F)=O)N1 (Cis)-[4-[7-[1-[4-(trifluoromethoxy)benzoyl]-4-piperidyl]-3H-imidazo[4,5-b]pyridin-2-yl] cyclohexyl] acetate